CCCCOC(=O)OCCCC N-butyl carbonate